Cl.C[C@H]1[C@H](NC[C@H](O1)C)C(NC1=NC=C(C=C1C)C(F)(F)F)([2H])[2H] N-(((2S,3R,6R)-2,6-Dimethylmorpholin-3-yl)methyl-d2)-3-methyl-5-(trifluoromethyl)pyridin-2-amine hydrochloride